((2R,5R)-2-((bis(4-methoxyphenyl)(phenyl)methoxy)-methyl)-5-hydroxypiperidin-1-yl)-12-oxododecanoic acid lithium [Li].COC1=CC=C(C=C1)C(OC[C@@H]1N(C[C@@H](CC1)O)C(C(=O)O)CCCCCCCCCC=O)(C1=CC=CC=C1)C1=CC=C(C=C1)OC